ClC=1C=NN(C1C1=NN2C(N(C(C(C2)C)=O)CC2=CC=C(C=C2)C=2N(C=C(N2)C(F)(F)F)C)=C1)C(C)C 2-(4-chloro-1-isopropyl-1H-pyrazol-5-yl)-6-methyl-4-(4-(1-methyl-4-(trifluoromethyl)-1H-imidazol-2-yl)benzyl)-6,7-dihydropyrazolo[1,5-a]pyrimidin-5(4H)-one